2-(4-((tert-butoxycarbonyl)amino)piperidin-1-yl-2-oxoethoxy)piperidine-1-carboxylate C(C)(C)(C)OC(=O)NC1CCN(CC1)C(COC1N(CCCC1)C(=O)[O-])=O